C(C)(C)(C)[C@@H]1N(S(OC1)=O)CC1=CC=CC=C1 (4S)-4-(tert-butyl)-3-(phenylmethyl)-1,2,3-oxathiazolidine-2-oxide